BrC1=C(C=C(C(=N1)OC)C1=NN2C(C=CC(=C2)Cl)=C1S(=O)(=O)N)F (6-bromo-5-fluoro-2-methoxypyridin-3-yl)-6-chloropyrazolo[1,5-a]pyridine-3-sulfonamide